(2S)-(S)-sec-butyl 2-(((2S,5R)-2-carbamoyl-3-methyl-7-oxo-1,6-diazabicyclo[3.2.1]oct-3-en-6-yl)oxy)-2-fluoroacetate C(N)(=O)[C@H]1N2C(N([C@H](C=C1C)C2)O[C@H](C(=O)O[C@@H](C)CC)F)=O